2-(2,3-dihydrobenzo[b][1,4]dioxin-2-yl-6,7-d2)-4,5-dihydro-1H-imidazole-4,4,5-d3 O1C2=C(OCC1C=1NC(C(N1)([2H])[2H])[2H])C=C(C(=C2)[2H])[2H]